C(C1=CC=CC=C1)NCC1=C(C=C(OC(CCNC)C=2SC=CC2)C=C1)F 3-(4-((benzylamino)methyl)-3-fluorophenoxy)-N-methyl-3-(thiophen-2-yl)propan-1-amine